p-phenylenebis-4H-3,1-benzoxazin-4-one C1(=CC=C(C=C1)C1=NC2=C(C(O1)=O)C=CC=C2)C2=NC1=C(C(O2)=O)C=CC=C1